NC1=NC=C(C(=N1)N)OC1=CC(=NC=C1C(C)C)C#CCO 3-(4-((2,4-diamino-pyrimidin-5-yl)oxy)-5-iso-propyl-pyridin-2-yl)prop-2-yn-1-ol